cyclopentylpropyldiethoxysilane C1(CCCC1)CCC[SiH](OCC)OCC